C(C)(C)(C)C=1C2=CC=C3C=CCOC3=C2N=C(C1)C(C)(C)C 7,9-di-t-butyl-1-oxaphenanthroline